FC(C=1C(=C(C=CC1)[C@@H](C)NC(=O)C1=CN(C(C=C1N[C@H]1CN2CCC1CC2)=O)C2(CC2)C(F)F)F)F N-((R)-1-(3-(difluoromethyl)-2-fluorophenyl)ethyl)-1-(1-(difluoromethyl)cyclopropyl)-6-oxo-4-(((R)-quinuclidin-3-yl)amino)-1,6-dihydropyridine-3-carboxamide